dihexadecyl 13,18-bis(3-(4-((3-(hexadecyloxy)-3-oxopropyl)thio)butanimidamido)propyl)-8,23-diimino-4,27-dithia-9,13,18,22-tetraazatriacontanedioate C(CCCCCCCCCCCCCCC)OC(CCSCCCC(NCCCN(CCCNC(CCCSCCC(=O)OCCCCCCCCCCCCCCCC)=N)CCCCN(CCCNC(CCCSCCC(=O)OCCCCCCCCCCCCCCCC)=N)CCCNC(CCCSCCC(OCCCCCCCCCCCCCCCC)=O)=N)=N)=O